FC1=C(C(=CC(=C1)S(=O)(=O)C)F)C1(NC(=C(C(=N1)N(C1=NN(C(=C1)C)C1OCCCC1)CC1=CC=C(C=C1)OC)OC)C=1C=NN(C1)C)N 2-(2,6-difluoro-4-(methylsulfonyl)phenyl)-5-methoxy-N4-(4-methoxybenzyl)-N4-(5-methyl-1-(tetrahydro-2H-pyran-2-yl)-1H-pyrazol-3-yl)-6-(1-methyl-1H-pyrazol-4-yl)pyrimidine-2,4-diamine